α-carbonyl phosphonate P1(OC(=O)O1)=O